[(6S,7R,8R)-8-benzyl-3-[[4-methoxy-3-(propanoyloxymethoxy)pyridine-2-carbonyl]amino]-6-methyl-4,9-dioxo-1,5-dioxonan-7-yl]-2-methylpropanoate C(C1=CC=CC=C1)[C@@H]1[C@H]([C@@H](OC(C(COC1=O)NC(=O)C1=NC=CC(=C1OCOC(CC)=O)OC)=O)C)OC(C(C)C)=O